ClC=1C=C(C(=O)NCC2CN(C2)C2=CC=CC=C2)C=CC1Cl 3,4-Dichloro-N-((1-phenylazetidin-3-yl)methyl)benzamide